ClC=1C=CC=2N(C1Cl)N=CC2S(=O)(=O)Cl 6,7-dichloropyrazolo[1,5-a]pyridine-3-sulfonyl chloride